tert-butyl 3-(8-fluoro-7-(2-(trans-2-fluorocyclopropyl)phenyl)-2-((hexahydro-1H-pyrrolizin-7a-yl)methoxy)pyrido[4,3-d]pyrimidin-4-yl)-3,8-diazabicyclo[3.2.1]octane-8-carboxylate FC1=C(N=CC2=C1N=C(N=C2N2CC1CCC(C2)N1C(=O)OC(C)(C)C)OCC12CCCN2CCC1)C1=C(C=CC=C1)[C@H]1[C@@H](C1)F